methyl N-[5-[6-[(4-fluoro-3-methoxy-phenyl)-(methoxymethyl) carbamoyl]-8-methyl-imidazo[1,2-a]pyridin-3-yl]-2-pyridyl]carbamate FC1=C(C=C(C=C1)N(C(=O)C=1C=C(C=2N(C1)C(=CN2)C=2C=CC(=NC2)NC(OC)=O)C)COC)OC